COC(C1=CC=C(C=C1)N1CCC2(CC(C2)N2C(CCC2)C2=C(C=CC=C2)C(C)C)CC1)=O 4-(2-(2-(2-isopropylphenyl)pyrrolidin-1-yl)-7-azaspiro[3.5]Nonan-7-yl)benzoic acid methyl ester